N-(1,2-dimethylpiperidin-4-yl)-3-(4-fluorobenzyl)pyrazin-2-amine CN1C(CC(CC1)NC1=NC=CN=C1CC1=CC=C(C=C1)F)C